N-(3-(3,5-dimethylisoxazol-4-yl)-4-(2-(6-oxohexahydropyrrolo[1,2-a]pyrazin-2(1H)-yl)ethoxy)phenyl)cyclopropanecarboxamide CC1=NOC(=C1C=1C=C(C=CC1OCCN1CC2N(CC1)C(CC2)=O)NC(=O)C2CC2)C